FC(C1=NN=C(O1)C=1C=CC(=NC1)CN1C(N(C2=C1C=C(C(=C2)C2=CC=NN2C)F)C)=O)F 1-((5-(5-(difluoromethyl)-1,3,4-oxadiazol-2-yl)pyridin-2-yl)methyl)-6-fluoro-3-methyl-5-(1-methyl-1H-pyrazol-5-yl)-1,3-dihydro-2H-benzo[d]imidazol-2-one